5-{4-(10-phenylanthracen-9-yl)phenyl}-2-{4-(pyridin-3-yl)phenyl}-2H-benzotriazole C1(=CC=CC=C1)C1=C2C=CC=CC2=C(C2=CC=CC=C12)C1=CC=C(C=C1)C1=CC=2C(=NN(N2)C2=CC=C(C=C2)C=2C=NC=CC2)C=C1